Tert-Butyl 6-(5-chloro-2-fluorophenyl)-8-(5-{3-[(2-methoxy-2-oxoethyl)(methyl)amino]propanamido}pyridin-3-yl)-2H,3H,4H-pyrido[3,2-b][1,4]oxazine-4-carboxylate ClC=1C=CC(=C(C1)C=1C=C(C=2OCCN(C2N1)C(=O)OC(C)(C)C)C=1C=NC=C(C1)NC(CCN(C)CC(=O)OC)=O)F